C1N(CCC2=CC=CC=C12)C1CC2=CN(N=C2CC1)C1=NC=CC=C1 5-(3,4-dihydro-1H-isoquinolin-2-yl)-2-pyridin-2-yl-4,5,6,7-tetrahydro-2H-indazole